5-chloro-N-(6-methoxy-2-methyl-2H-indazol-5-yl)pyrazine-2-carboxamide ClC=1N=CC(=NC1)C(=O)NC1=CC2=CN(N=C2C=C1OC)C